BrC1=CC(=CC2=C1NN=N2)S(=O)(=O)N2CCC(CC2)C2=CC=CC=C2 7-bromo-5-[(4-phenyl-1-piperidyl)sulfonyl]-1H-benzotriazole